C1(=CC=CC=C1)C1=NC(=NC(=N1)C1=CC=CC=C1)C1=C(C=C(C=C1)OCCOC(C(CCCC)CC)=O)O 2-(4,6-Diphenyl-1,3,5-triazin-2-yl)-5-(2-(2-ethylhexanoyloxy)ethoxy)phenol